5-(3,5-dibromo-4-hydroxybenzylidene)pyrimidine-2,4,6(1H,3H,5H)-trione BrC=1C=C(C=C2C(NC(NC2=O)=O)=O)C=C(C1O)Br